BrC1=NO[C@H](C1)C1CCN(CC1)[C@H](C)C1=CC=C(C=C1)C(F)(F)F (5R)-3-bromo-5-[1-[(1R)-1-[4-(trifluoromethyl)phenyl]ethyl]-4-piperidyl]-4,5-dihydroisoxazole